S1C(=NC=C1)C=CC(=O)N 3-(1,3-thiazol-2-yl)prop-2-enamide